CC1(C2=CC=CC=C2C=2C=C(C=CC12)N(C1=C(C=CC=C1)B(O)O)C1=CC=CC=C1)C (2-((9,9-dimethyl-9H-fluoren-3-yl)(phenyl)amino)phenyl)boronic acid